3-hydroxy-2-geranyl-5-propylphenolate OC=1C(=C(C=C(C1)CCC)[O-])C\C=C(/C)\CCC=C(C)C